2,3-dimethylbutane-1,2-diol CC(CO)(C(C)C)O